ClC1=C(C=CC=C1NC(=O)C=1C(N(C(N(C1)C)=O)C)=O)C1=C(C(=CC=C1)C1=CC(=C(C(=C1)OC)CN[C@@H]1CNC(C1)=O)F)Cl (S)-N-(2,2'-dichloro-3''-fluoro-5''-methoxy-4''-(((5-oxopyrrolidin-3-yl)amino)methyl)-[1,1':3',1''-terphenyl]-3-yl)-1,3-dimethyl-2,4-dioxo-1,2,3,4-tetrahydropyrimidine-5-carboxamide